1-methyl-N-((S)-2-((5-(1-methyl-4-(trifluoromethyl)-1H-pyrazol-5-yl)pyridin-2-yl)amino)-1-((1r,4S)-4-methylcyclohexyl)-2-oxoethyl)-1H-pyrazole-5-carboxamide CN1N=CC=C1C(=O)N[C@H](C(=O)NC1=NC=C(C=C1)C1=C(C=NN1C)C(F)(F)F)C1CCC(CC1)C